O=C1NC(CCC1N1C(C2=CC(=C(C=C2C1=O)F)N1CCNCC1)=O)=O 2-(2,6-dioxo-3-piperidinyl)-5-fluoro-6-piperazin-1-yl-isoindoline-1,3-dione